C(C)OC(COC1=NOC(=C1)C(C(=O)O)C(C)C)OCC 2-[3-(2,2-diethoxyethoxy)isoxazol-5-yl]-3-methylbutanoic acid